(3R,6S,7aS)-6-amino-3-phenyltetrahydro-3H,5H-pyrrolo[1,2-c][1,3]oxazol-5-one N[C@H]1C[C@@H]2N([C@H](OC2)C2=CC=CC=C2)C1=O